C1(CC1)S(=O)(=O)N[C@@H]1[C@@H](N(CC1(F)F)C(=O)N(C)C)CC=1C(=C(C=CC1)C1=CC(=CC(=C1)C)F)F (2S,3R)-3-[(cyclopropanesulfonyl)amino]-2-[(2,3'-difluoro-5'-methyl[1,1'-biphenyl]-3-yl)methyl]-4,4-difluoro-N,N-dimethylpyrrolidine-1-carboxamide